N-([1,1'-biphenyl]-4-yl)-9-phenyl-9H-carbazol-2-amine C1(=CC=C(C=C1)NC1=CC=2N(C3=CC=CC=C3C2C=C1)C1=CC=CC=C1)C1=CC=CC=C1